z-pentane CCCCC